C(#N)C=1C=C(C=CC1)C=1N=C(SC1C1=CC(=NC(=C1)C)C(C)OC)NC(=O)N1CC2(COC2)C1 N-[4-(3-cyanophenyl)-5-[2-(1-methoxyethyl)-6-methyl-4-pyridinyl]thiazol-2-yl]-2-oxa-6-azaspiro[3.3]heptane-6-carboxamide